(S)-Benzyl 4-(2-amino-2-cyclohexylacetyl)piperazine-1-carboxylate Hydrochloride Cl.N[C@H](C(=O)N1CCN(CC1)C(=O)OCC1=CC=CC=C1)C1CCCCC1